(S)-1'-(6-amino-5-((2-aminopyrimidin-4-yl)thio)-3-methylpyrazin-2-yl)-1,3-dihydrospiro[indene-2,4'-piperidine]-1-amine NC1=C(N=C(C(=N1)N1CCC2(CC1)[C@@H](C1=CC=CC=C1C2)N)C)SC2=NC(=NC=C2)N